OCCOC=1C=CC=2C=CC3=C(C4=C(O3)C=3C=CC=CC3C(=C4)OCCO)C2C1 2,12-bis(2-hydroxyethoxy)dinaphthofuran